2'-chloro-5'-methoxy-6-methyl-N-[6-(morpholin-4-yl)-[1,3]thiazolo[4,5-b]pyridin-2-yl]-[4,4'-bipyridine]-3-carboxamide ClC1=NC=C(C(=C1)C1=C(C=NC(=C1)C)C(=O)NC=1SC=2C(=NC=C(C2)N2CCOCC2)N1)OC